CNC(CCNC)=O N-methyl-3-(methylamino)propionamide